C(C)(C)(C)OC(=O)N1C[C@@H]2N(C3=C(OC2)C=C(C=C3)C(=O)O)CC1 (S)-3-(tert-Butyloxycarbonyl)-1,2,3,4,4a,5-hexahydrobenzo[b]pyrazino[1,2-d][1,4]oxazine-8-carboxylic acid